(2S,4R)-N-[(6-bromo-1,3-benzoxazol-2-yl)methyl]-1-[(2S)-2-(4-cyclopropyltriazol-1-yl)-3,3-dimethyl-butanoyl]-4-hydroxy-pyrrolidine-2-carboxamide BrC1=CC2=C(N=C(O2)CNC(=O)[C@H]2N(C[C@@H](C2)O)C([C@H](C(C)(C)C)N2N=NC(=C2)C2CC2)=O)C=C1